Nickel difluoride tetrahydrate O.O.O.O.[Ni](F)F